1-[4-(cyclopentanesulfonyl)phenyl]-3-(pyridin-3-ylmethyl)urea C1(CCCC1)S(=O)(=O)C1=CC=C(C=C1)NC(=O)NCC=1C=NC=CC1